N-(2,2-difluoro-3-hydroxypropyl)-4-methylbenzene-1-sulfonamide FC(CNS(=O)(=O)C1=CC=C(C=C1)C)(CO)F